dipropyl diformate C(=O)OCCC.C(=O)OCCC